ClC1=CC=C(C(=N1)C(=O)O)N[C@H](C)C1=C2N=C(C(=NC2=CC(=C1)C)C#N)N1C2CN(CC1C2)C2=CC=C(C=C2)C#N 6-chloro-3-(((1R)-1-(2-cyano-3-(3-(4-cyanophenyl)-3,6-diazabicyclo[3.1.1]heptan-6-yl)-7-methylquinoxalin-5-yl)ethyl)amino)picolinic acid